4-Nitrobenzaldehyde-O-(1-methyl-1H-imidazole-4-carbonyl) oxime CN1C=NC(=C1)C(=O)ON=CC1=CC=C(C=C1)[N+](=O)[O-]